1-isopropyl-5-(2-(5-(4-ethylpiperazin-1-yl)pyridin-2-yl)aminopyrimidin-4-yl)-pyridin-2(1H)-one C(C)(C)N1C(C=CC(=C1)C1=NC(=NC=C1)NC1=NC=C(C=C1)N1CCN(CC1)CC)=O